ClC1=C(C(=C(C=C1OC)OC)Cl)C1=CC2=C(N=C(N=C2)SC)C(=N1)C1=CC=NC=C1 6-(2,6-dichloro-3,5-dimethoxyphenyl)-2-(methylthio)-8-(pyridin-4-yl)pyrido[3,4-d]pyrimidine